ClC1=CC=C(CN(C(C2=CC=C(C=C2)[N+](=O)[O-])=O)C)C=C1 N-(4-chlorobenzyl)-4-nitro-N-methylbenzamide